(E)-N-(2-(3-chloro-6-hydroxy-4-methoxy-2-methylbenzoyl)-1,2,3,4-tetrahydroisoquinolin-7-yl)-N-methylbut-2-enamide ClC=1C(=C(C(=O)N2CC3=CC(=CC=C3CC2)N(C(\C=C\C)=O)C)C(=CC1OC)O)C